(1-methylcyclopropyl)-2-(pyridin-4-yl)pyrido[3,4-d]pyrimidin-4-amine CC1(CC1)C1=CN=CC=2N=C(N=C(C21)N)C2=CC=NC=C2